6-Methyl-N-[2-[[4-(pyrrolidin-3-ylmethoxy)phenoxy]methyl]phenyl]thieno[2,3-b]pyrrole-5-carboxamide hydrochloride Cl.CN1C2=C(C=C1C(=O)NC1=C(C=CC=C1)COC1=CC=C(C=C1)OCC1CNCC1)C=CS2